(R)-methyl-1-(pyridin-3-yl)-6-((3-(trifluoromethyl)phenyl)sulfonyl)-4,4a,5,6,7,8-hexahydro-1H-pyrazolo[3,4-g]isoquinoline-4a-carboxylate COC(=O)[C@@]12CC3=C(C=C2CCN(C1)S(=O)(=O)C1=CC(=CC=C1)C(F)(F)F)N(N=C3)C=3C=NC=CC3